1-(4-bromo-1-toluenesulfonyl-1H-indazol-6-yl)-3-methylcyclobutane-1-carboxylic acid methyl ester COC(=O)C1(CC(C1)C)C1=CC(=C2C=NN(C2=C1)S(=O)(=O)CC1=CC=CC=C1)Br